NC1=NC=CC2=CC=C(C(=C12)O)C#N amino-7-cyano-8-hydroxyisoquinoline